2-chloro-N-(4-nitrophenylethyl)-7-(trifluoromethoxy)quinolin-4-amine ClC1=NC2=CC(=CC=C2C(=C1)NCCC1=CC=C(C=C1)[N+](=O)[O-])OC(F)(F)F